1-bromo-3-(1-(5-chloro-2-methoxy-4-methyl-3-(pyridin-3-yl)phenyl)ethyl)imidazo[1,5-a]Pyrazin-8-amine BrC=1N=C(N2C1C(=NC=C2)N)C(C)C2=C(C(=C(C(=C2)Cl)C)C=2C=NC=CC2)OC